NC1=NC=2C=CC(=CC2C2=C1[C@@H](OC2)C)C(=O)N(CC2=NC=C(C=C2)C(F)(F)F)CC2=C1C(=NC=C2)NC=C1 (3S)-4-amino-3-methyl-N-(1H-pyrrolo[2,3-b]pyridin-4-ylmethyl)-N-((5-(trifluoromethyl)-2-pyridinyl)methyl)-1,3-dihydrofuro[3,4-c]quinoline-8-carboxamide